C(C)(C)(C)OC(N(C)CCOC1=NC(=CC=C1)Br)=O.BrCC(=O)NC=1N=NN(N1)C 2-bromo-N-(2-methyl-2H-tetrazol-5-yl)acetamide tert-butyl-(2-((6-bromopyridin-2-yl)oxy)ethyl)(methyl)carbamate